CC1=CC=C(O1)CN1C(=NC2=C1C=CC=C2N2CCNCC2)C(F)(F)F 1-((5-Methylfuran-2-Yl)Methyl)-4-(Piperazin-1-Yl)-2-(Trifluoromethyl)-1H-Benzimidazole